NC=1C(=NC(=CN1)C1=C(C=C(C=C1)NC([C@H](O)C1=CC(=CC(=C1)F)F)=O)CC)C(=O)NC1CC1 (R)-3-amino-N-cyclopropyl-6-(4-(2-(3,5-difluorophenyl)-2-hydroxyacetamido)-2-ethylphenyl)pyrazine-2-carboxamide